3-((4-((2-Cyclopropyl-4-phenylthiazol-5-yl)oxy)pyridin-2-yl)amino)benzoic acid C1(CC1)C=1SC(=C(N1)C1=CC=CC=C1)OC1=CC(=NC=C1)NC=1C=C(C(=O)O)C=CC1